CN1C(C(=C(C2=CC=CC=C12)N1CCC(CC1)C1=CC=NN1C)C#N)=O 1-methyl-4-[4-(1-methyl-1H-pyrazol-5-yl)piperidin-1-yl]-2-oxo-1,2-dihydroquinoline-3-carbonitrile